NCC(C)C1=CC(=C(C=C1)N1CC2CCC(C1)N2C(=O)OC(C)(C)C)C#N tert-Butyl 3-(4-(1-aminopropan-2-yl)-2-cyanophenyl)-3,8-diazabicyclo[3.2.1]octane-8-carboxylate